CC(=C)[C@@H]1CC=C2C[C@@](CC[C@@H]2[C@@]1(C)CCC(=O)O)(C)C=C The molecule is a diterpenoid of the class of secoisopimarane isolated from Salvia cinnabarina and has been shown to exhibit antispasmodic, hypotensive and antibacterial activities. It has a role as a metabolite, an antispasmodic drug and an antibacterial agent. It is a diterpenoid, a carbobicyclic compound and a monocarboxylic acid.